CN1CCN(CC1)S(=O)(=O)C=1C=C(C(=O)N[C@H](C)C=2C=NC(=NC2)C(F)(F)F)C=C(C1)C=1SC(=CN1)C (R)-3-((4-methylpiperazin-1-yl)sulfonyl)-5-(5-methylthiazol-2-yl)-N-(1-(2-(trifluoromethyl)pyrimidin-5-yl)ethyl)benzamide